4-methoxy-hydroxybenzaldehyde COC1=CC(=C(C=O)C=C1)O